1-(1-((tert-Butoxycarbonyl)amino)propan-2-yl)-7-fluoro-1H-indole-2,6-dicarboxylic acid diethyl ester C(C)OC(=O)C=1N(C2=C(C(=CC=C2C1)C(=O)OCC)F)C(CNC(=O)OC(C)(C)C)C